ClC=1N(N=C2C=CC(=CC12)C1=C(C=C(C=C1)C=O)C1=CC(=C(C#N)C=C1)F)C 4-[2-(3-chloro-2-methyl-indazol-5-yl)-5-formyl-phenyl]-2-fluoro-benzonitrile